6-chloro-N-((4,5-difluoro-1H-benzo[d]imidazol-2-yl)methyl)-3-(thiophen-3-yl)imidazo[1,2-b]pyridazin-8-amine ClC=1C=C(C=2N(N1)C(=CN2)C2=CSC=C2)NCC2=NC1=C(N2)C=CC(=C1F)F